thiophene dimethyl-carbonate COC(OC)=O.S1C=CC=C1